BrC1=NC=CC(=C1)[C@H](CC=C)N[S@](=O)C(C)(C)C (R)-N-[(1S)-1-(2-bromopyridin-4-yl)but-3-en-1-yl]-2-methylpropane-2-sulfinamide